3-(1'-((2,2-dimethylchroman-8-yl)methyl)-7-oxo-5,7-dihydro-2H,6H-spiro[furo[2,3-f]isoindole-3,4'-piperidin]-6-yl)piperidine-2,6-dione CC1(OC2=C(C=CC=C2CC1)CN1CCC2(CC1)COC1=CC=3C(N(CC3C=C12)C1C(NC(CC1)=O)=O)=O)C